O=C1N(CC2=CC(=CC=C12)O[C@H]1[C@H](CCCC1)NCC=1C=NC=NC1)C1C(NC(CC1)=O)=O 3-(1-oxo-5-(((1R,2S)-2-((pyrimidin-5-ylmethyl)amino)cyclohexyl)oxy)isoindolin-2-yl)piperidine-2,6-dione